[Si](C)(C)(C(C)(C)C)OCCN1N=C(C(=CC1=O)OCC1CC1)N(C)C 2-(2-((tert-butyldimethylsilyl)oxy)ethyl)-5-(cyclopropylmethoxy)-6-(dimethylamino)pyridazin-3(2H)-one